Cl.ClC1=CNC2=NC=C(C=C21)CN (3-chloro-1H-pyrrolo[2,3-b]pyridin-5-yl)methylamine hydrochloride